BrC1=C(C#N)C=C(C(=C1)N1C(NC(=CC1=O)C(F)(F)F)=O)OC 2-bromo-4-[2,6-dioxo-4-(trifluoromethyl)-3,6-dihydropyrimidin-1(2H)-yl]-5-methoxybenzonitrile